NC1=C(C=CC(=C1)OC)NC(=O)N1C=CC2=C1N=CN=C2N(C)[C@H]2CN(CC[C@H]2C)C(CC#N)=O N-(2-amino-4-methoxyphenyl)-4-(((3R,4R)-1-(2-cyanoacetyl)-4-methylpiperidin-3-yl)(methyl)amino)-7H-pyrrolo[2,3-d]pyrimidine-7-carboxamide